Tert-butyl 3-(7-((S)-1-(((S)-1-((1-cyanocyclopropyl) amino)-4-methyl-1-oxopentan-2-yl) amino)-2,2,2-trifluoroethyl) dibenzo[b,d]furan-2-yl)-2,5-dihydro-1H-pyrrole-1-carboxylate C(#N)C1(CC1)NC([C@H](CC(C)C)N[C@H](C(F)(F)F)C1=CC2=C(C3=C(O2)C=CC(=C3)C=3CN(CC3)C(=O)OC(C)(C)C)C=C1)=O